2-[[(2S)-2-amino-3-phenylpropyl]amino]-3-methyl-5-naphthalen-2-yl-6-pyridin-4-ylpyrimidin-4-one N[C@H](CNC1=NC(=C(C(N1C)=O)C1=CC2=CC=CC=C2C=C1)C1=CC=NC=C1)CC1=CC=CC=C1